5-(3,4-dimethylphenyl)-N-(1,1-dioxido-2,3-dihydrothiophen-3-yl)-3-methylpicolinamide CC=1C=C(C=CC1C)C=1C=C(C(=NC1)C(=O)NC1CS(C=C1)(=O)=O)C